5-(2-(3-bromo-4-fluorophenyl)acetyl)-2,2-dimethyl-1,3-dioxane-4,6-dione BrC=1C=C(C=CC1F)CC(=O)C1C(OC(OC1=O)(C)C)=O